(5-(2-isopropylphenoxy)-2-(1-((3-methylpyridin-2-yl)methyl)pyrrolidin-3-yl)phenyl)methanol C(C)(C)C1=C(OC=2C=CC(=C(C2)CO)C2CN(CC2)CC2=NC=CC=C2C)C=CC=C1